1-ethyl-5-methyl-1H-pyrazol-3-amine C(C)N1N=C(C=C1C)N